N-(4-fluoro-3-((2-((1-methyl-1H-pyrazol-4-yl)amino)-5-(naphthalen-1-yl)pyrimidin-4-yl)amino)phenyl)acrylamide trifluoroacetate FC(C(=O)O)(F)F.FC1=C(C=C(C=C1)NC(C=C)=O)NC1=NC(=NC=C1C1=CC=CC2=CC=CC=C12)NC=1C=NN(C1)C